2-(3-(2-(1H-indol-3-yl)acetylamino)phenyl)-N-hydroxyacetamide N1C=C(C2=CC=CC=C12)CC(=O)NC=1C=C(C=CC1)CC(=O)NO